tert-butyl (2-((4-(2-chloro-9-cyano-5-ethyl-6-oxo-5,6-dihydro-7H-benzo[d]pyrido[3,2-f][1,3]diazepin-7-yl)-3,5-difluorophenyl)amino)ethyl)(2-((methoxycarbonyl)amino)ethyl)carbamate ClC1=CC=2C3=C(N(C(N(C2N=C1)CC)=O)C1=C(C=C(C=C1F)NCCN(C(OC(C)(C)C)=O)CCNC(=O)OC)F)C=C(C=C3)C#N